C(C)(C)(C)OC(N[C@@H]1CN([C@@H](C1)CO)C1=C(C=C(C=C1)F)[N+](=O)[O-])=O ((3S,5S)-1-(4-fluoro-2-nitrophenyl)-5-(hydroxymethyl)pyrrolidin-3-yl)carbamic acid tert-butyl ester